methyl-7-((6-(difluoromethyl)-7-((3-(N-methylmethylsulfonamido)pyrazin-2-yl)methyl)-7H-pyrrolo[2,3-d]pyrimidin-2-yl)amino)-2,3-dihydrobenzofuran-4-carboxylic acid CC1OC=2C(C1)=C(C=CC2NC=2N=CC1=C(N2)N(C(=C1)C(F)F)CC1=NC=CN=C1N(S(=O)(=O)C)C)C(=O)O